2-(Piperazin-1-yl)-5-(pyridin-2-yl)pyrazine ethyl-(S)-3-(3-(4-hydroxy-1-methyl-2-oxo-1,2-dihydropyridin-3-yl)ureido)-3-(5-methoxy-2',6'-dimethylbiphenyl-3-yl)propanoate C(C)OC(C[C@@H](C=1C=C(C=C(C1)OC)C1=C(C=CC=C1C)C)NC(=O)NC=1C(N(C=CC1O)C)=O)=O.N1(CCNCC1)C1=NC=C(N=C1)C1=NC=CC=C1